[O].CC1C(N(CCC1)C)(C)C tetramethylpiperidine oxygen